tert-butyl (R)-(3-((2-bromo-5-(3-((tert-butoxycarbonyl)amino)piperidin-1-yl)pyridin-4-yl)methyl)imidazo[1,2-a]pyrazin-8-yl)(tert-butoxycarbonyl)carbamate BrC1=NC=C(C(=C1)CC1=CN=C2N1C=CN=C2N(C(OC(C)(C)C)=O)C(=O)OC(C)(C)C)N2C[C@@H](CCC2)NC(=O)OC(C)(C)C